(trifluoromethyl)oxyl-2-[3-(trifluoromethyl)phenyl]-4-quinolinecarboxamide FC(F)(F)OC=1C(=NC2=CC=CC=C2C1C(=O)N)C1=CC(=CC=C1)C(F)(F)F